S1C=C(C=C1)C(C(=O)C1=CSC=C1)=O 1,2-Dithiophen-3-yl-ethane-1,2-dione